pyridine, hydrofluoride F.N1=CC=CC=C1